N(=[N+]=[N-])CC1=CN(C2=CC=CC=C12)C 3-(azidomethyl)-1-methyl-1H-indole